ClC=1C=C(C=C(C1)Cl)C1=CC(=CC(=N1)OC=1C=NC(=NC1)N1CCN(CCC1)C(=O)OC(C)(C)C)COS(=O)(=O)C tert-Butyl 4-(5-((6-(3,5-dichlorophenyl)-4-(((methylsulfonyl)oxy)methyl)pyridin-2-yl)oxy)pyrimidin-2-yl)-1,4-diazepane-1-carboxylate